2-(1-furanoylpiperidin-4-yl)acetaldehyde O1C(=CC=C1)C(=O)N1CCC(CC1)CC=O